N-(3-aminopropyl)-2-(4-methoxyphenyl)quinolin-4-amine NCCCNC1=CC(=NC2=CC=CC=C12)C1=CC=C(C=C1)OC